(R or S)-2,2,2-trifluoro-1-((S)-3-(4-(methylsulfonyl)phenethyl)-1-(2-phenylpropan-2-yl)pyrrolidin-3-yl)ethan-1-ol FC([C@H](O)[C@@]1(CN(CC1)C(C)(C)C1=CC=CC=C1)CCC1=CC=C(C=C1)S(=O)(=O)C)(F)F |o1:2|